ClC1=C(N)C(=C(C(=C1I)F)F)F 2-chloro-4,5,6-trifluoro-3-iodoaniline